di(2-ethylhexanoic acid) tin (II) [Sn+2].C(C)C(C(=O)O)CCCC.C(C)C(C(=O)O)CCCC